(1S)-1-[3-(2-cyclopropyl-4-pyridyl)-1,2,4-thiadiazol-5-yl]ethanamine hydrochloride Cl.C1(CC1)C1=NC=CC(=C1)C1=NSC(=N1)[C@H](C)N